CN1CCC2(CCN2C=2SC3=C(N=NC(=C3)C3=C(C=C(C=C3)C=3C=NNC3)O)N2)CC1 2-[6-(7-Methyl-1,7-diazaspiro[3.5]nonan-1-yl)[1,3]thiazolo[4,5-c]pyridazin-3-yl]-5-(1H-pyrazol-4-yl)phenol